C(C)(C)(C)[C@]1(N(CC[C@H](C1)C1=CC=C2C(=NN(C2=C1)C)C1C(NC(CC1)=O)=O)C(=O)OC=1C=C2CC(COC2=CC1)C=1N(C=C(N1)Br)COCC[Si](C)(C)C)C 3-[4-bromo-1-(2-trimethylsilylethoxymethyl)imidazol-2-yl]chroman-6-ol tert-butyl-(2S,4R)-4-[3-(2,6-dioxo-3-piperidinyl)-1-methyl-indazol-6-yl]-2-methyl-piperidine-1-carboxylate